FC=1C=C(C=CC1N1CCC(CC1)N1CCCC1)NC1=NNC(=N1)N N3-(3-fluoro-4-(4-(pyrrolidin-1-yl)piperidin-1-yl)phenyl)-1H-1,2,4-triazole-3,5-diamine